N-[3-(1H-benzimidazol-2-yl)-4-chlorophenyl]-4-(morpholin-4-ylsulfonyl)-2-chlorobenzamide N1C(=NC2=C1C=CC=C2)C=2C=C(C=CC2Cl)NC(C2=C(C=C(C=C2)S(=O)(=O)N2CCOCC2)Cl)=O